2-chloro-5-fluoropyridin-3-ylethyl (1-methyl-4-(5-((4-(trifluoro-methyl)oxazol-2-yl)carbamoyl)-pyridin-2-yl)-1H-1,2,3-triazol-5-yl)carbamate CN1N=NC(=C1NC(OCCC=1C(=NC=C(C1)F)Cl)=O)C1=NC=C(C=C1)C(NC=1OC=C(N1)C(F)(F)F)=O